tert-Butyl 3-((4-amino-7-(1H-pyrazol-1-yl)-1H-imidazo[4,5-c]quinolin-2-yl)methyl)pyrrolidine-1-carboxylate NC1=NC=2C=C(C=CC2C2=C1N=C(N2)CC2CN(CC2)C(=O)OC(C)(C)C)N2N=CC=C2